2-[2-(1-Benzyl-piperidin-4-yl)-ethyl]3-oxo-2,3-dihydro-1H-isoindole-4-carboxylic acid C(C1=CC=CC=C1)N1CCC(CC1)CCN1CC=2C=CC=C(C2C1=O)C(=O)O